8-amino-9-(3-methoxy-2,6-dimethylphenyl)pyrrolo[3,2-h]quinazoline-7-carboxamide NC1=C(C2=CC=C3C=NC=NC3=C2N1C1=C(C(=CC=C1C)OC)C)C(=O)N